(R)-N-(1-(3-(difluoromethyl)-2-fluorophenyl)ethyl)-1-(1-(difluoromethyl)cyclopropyl)-4-((2-(dimethylamino)ethyl)amino)-6-oxo-1,6-dihydropyridine-3-carboxamide FC(C=1C(=C(C=CC1)[C@@H](C)NC(=O)C1=CN(C(C=C1NCCN(C)C)=O)C1(CC1)C(F)F)F)F